4-cyano-4-(dodecylsulfonyl-thiocarbonyl)sulfovaleric acid C(#N)C(CC(C(=O)O)S(=O)(=O)O)(C)C(=S)S(=O)(=O)CCCCCCCCCCCC